((1R)-3-methyl-1-(3-(4-(pyridin-3-yl)phenyl)-4,5-dihydroisoxazole-5-carboxamido)butyl)boronic acid CC(C[C@H](NC(=O)C1CC(=NO1)C1=CC=C(C=C1)C=1C=NC=CC1)B(O)O)C